BrC=1C=C2C=CC(=CC2=CC1)C(=O)C1=CC=C(C2=CC=C(C=C12)OC)OC (6-bromonaphthalen-2-yl)-(4,7-dimethoxynaphthalen-1-yl)methanone